trans-1-cyclopropyl-2-(4-((6-(4-(3,4-dihydroisoquinolin-2(1H)-yl)-3-hydroxypiperidine-1-carbonyl)pyrimidin-4-yl)amino)piperidin-1-yl)ethane-1,2-dione C1(CC1)C(C(=O)N1CCC(CC1)NC1=NC=NC(=C1)C(=O)N1C[C@H]([C@@H](CC1)N1CC2=CC=CC=C2CC1)O)=O